2-trihydrofuranAt O1C(CCC1)C(=O)[O-]